2-(2-Cyclopropyl-7-isopropyl-4-oxo-pyrazolo[3,4-d]pyridazin-5-yl)-N-(5-fluoropyrimidin-2-yl)acetamide C1(CC1)N1N=C2C(=NN(C(C2=C1)=O)CC(=O)NC1=NC=C(C=N1)F)C(C)C